C(C)(C)(C)OC(=O)N1[C@@H](C[C@H](C1)O)C(=O)O.BrC1=CC2=CN(CN=C2C=C1)CCN1CCOCC1 6-bromo-3-(2-morpholinoethyl)quinazoline tert-butyl-(2s,4R)-4-hydroxy-1,2-pyrrolidinedicarboxylate